ClC1=CC=C(C=C1)[C@@H](CS(=O)(=O)[O-])CN |r| rac-(R*)-2-(4-chlorophenyl)-3-amino-1-propanesulfonate